F[P-](F)(F)(F)(F)F.C(CCC)[N+]1=C(C(C2=CC=CC=C12)(C)C)C=CC(=CC=C1N(C2=CC=CC=C2C1(C)C)CCCC)Cl 1-butyl-2-[5-(1-butyl-3,3-dimethyl-1,3-dihydro-indol-2-ylidene)-3-chloro-penta-1,3-dienyl]-3,3-dimethyl-3H-indolium hexafluorophosphate